1,3,5-triisobutenylhexahydro-1,3,5-triazine C(=C(C)C)N1CN(CN(C1)C=C(C)C)C=C(C)C